C(CCC)S(=O)(=O)CC(C(C(C)=O)=O)C (n-butylsulfonyl)-2-methyl-3,4-pentanedione